N10-(2-(3-(6,7-dichloro-2-(2-hydroxyacetyl)-2,3,4,5-tetrahydro-1H-pyrido[4,3-b]indol-9-yl)-1H-pyrazol-1-yl)ethyl)decanediamide ClC1=C(C=C(C=2C3=C(NC12)CCN(C3)C(CO)=O)C3=NN(C=C3)CCNC(CCCCCCCCC(=O)N)=O)Cl